FC(C1=NN=C(O1)C1=CN=C(S1)CN(S(=O)(=O)CCN1C[C@H](OCC1)C)C=1C=NC=C(C1)F)F N-({5-[5-(difluoromethyl)-1,3,4-oxadiazol-2-yl]-1,3-thiazol-2-yl}methyl)-N-(5-fluoropyridin-3-yl)-2-[(2R)-2-methylmorpholin-4-yl]ethane-1-sulfonamide